FC1=C(C=C(C=C1)C(F)(F)F)COC1CN(C1)C(=O)N1C[C@@H]2[C@@H](OCC(N2)=O)CC1 (4aR,8aS)-6-[3-[[2-Fluoro-5-(trifluoromethyl)phenyl]methoxy]azetidine-1-carbonyl]-4,4a,5,7,8,8a-hexahydropyrido[4,3-b][1,4]oxazin-3-one